(Z)-N-(2-(4-(4-chloro-1,2-diphenylbut-1-en-1-yl)phenoxy)ethyl)-4-((2-(2,6-dioxopiperidin-3-yl)-1,3-dioxoisoindolin-4-yl)sulfanyl)-N-methylbutanamide ClCC/C(=C(\C1=CC=CC=C1)/C1=CC=C(OCCN(C(CCCSC2=C3C(N(C(C3=CC=C2)=O)C2C(NC(CC2)=O)=O)=O)=O)C)C=C1)/C1=CC=CC=C1